Methyl {[1-(4-chloro-2-fluorophenyl)-5-(2,4-dichlorophenyl)-1H-1,2,4-triazol-3-yl]oxy}acetate ClC1=CC(=C(C=C1)N1N=C(N=C1C1=C(C=C(C=C1)Cl)Cl)OCC(=O)OC)F